N-((1S,4S,7S)-2-cyano-2-azabicyclo[2.2.1]heptan-7-yl)-5-(2-phenoxyphenyl)-1H-pyrazole-3-carboxamide C(#N)N1[C@H]2CC[C@@H](C1)[C@@H]2NC(=O)C2=NNC(=C2)C2=C(C=CC=C2)OC2=CC=CC=C2